CC1=C(C=NN1C1OCCCC1)C(=O)OC methyl 5-methyl-1-(tetrahydro-2H-pyran-2-yl)-1H-pyrazole-4-carboxylate